ClC=1C(=CC=C2N=CC(=NC12)C=1C=NN(C1)C1(CCN(CC1)C(=O)OC(C)(C)C)CCO)OC=1C=CC2=C(N(C(=N2)C)COCC[Si](C)(C)C)C1 tert-butyl 4-(4-(8-chloro-7-((2-methyl-1-((2-(trimethylsilyl)ethoxy)methyl)-1H-benzo[d]imidazol-6-yl)oxy)quinoxalin-2-yl)-1H-pyrazol-1-yl)-4-(2-hydroxyethyl)piperidine-1-carboxylate